N-[(7S,7bR,10aR)-1,2,3,9-tetramethoxy-8-oxo-5,6,7,7b,8,10a-hexahydrobenzo[a]cyclopenta-[3,4]cyclobuta[1,2-c]cyclohepten-7-yl]acetamide tert-butyl(4-hydroxynaphthalen-1-yl)carbamate C(C)(C)(C)N(C(O)=O)C1=CC=C(C2=CC=CC=C12)O.COC1=C(C(=CC2=C1C1=C([C@H](CC2)NC(C)=O)[C@H]2[C@H]1C=C(C2=O)OC)OC)OC